bis[4-(2-mercaptoethyloxy)phenyl]methane Ethyl-3-hydroxybutanoat C(C)OC(CC(C)O)=O.SCCOC1=CC=C(C=C1)CC1=CC=C(C=C1)OCCS